O=C1N(CC2=CC(=CC=C12)C1=CC(=C2C(=N1)NC(C2)=O)CN2CCCC2)C2C(NC(CC2)=O)=O 3-(1-oxo-5-(2-oxo-4-(pyrrolidin-1-ylmethyl)-2,3-dihydro-1H-pyrrolo[2,3-b]pyridin-6-yl)isoindolin-2-yl)piperidine-2,6-dione